3-mercaptothiopropionic acid-S-2,5,8,11-tetraoxatridecan-13-yl ester (S-2,5,8,11-tetraoxatridecan-13-yl 3-mercaptopropanethioate) COCCOCCOCCOCCS=C(CCS)O.COCCOCCOCCOCCSC(CCS)=O